(S or R)-tert-butyl 4-(4-(3-chloro-4-(dimethylcarbamoyl)phenoxy)-3-methylbutyl)piperidine-1-carboxylate ClC=1C=C(OC[C@H](CCC2CCN(CC2)C(=O)OC(C)(C)C)C)C=CC1C(N(C)C)=O |o1:6|